C(#N)C[C@@H](C(=O)NCCCCCC)NC(CCCCCCCCC)=O (S)-N-(3-cyano-1-(hexylamino)-1-oxopropan-2-yl)decanamide